CC=1OC2=NC(=CC(=C2N1)C)NC(=O)C1=CC=C(C2=CN(N=C12)C)N1CCN(CC1)C(=O)OC(C)(C)C tert-butyl 4-[7-({2,7-dimethyl-[1,3]oxazolo[5,4-b]pyridin-5-yl} carbamoyl)-2-methylindazol-4-yl]piperazine-1-carboxylate